(S)-N-((S)-1-(6-(azetidin-1-yl)pyridin-3-yl)ethyl)-2-methyl-4-(4-methyl-6-((5-methyl-1H-pyrazol-3-yl)amino)pyridin-2-yl)piperazine-1-carboxamide N1(CCC1)C1=CC=C(C=N1)[C@H](C)NC(=O)N1[C@H](CN(CC1)C1=NC(=CC(=C1)C)NC1=NNC(=C1)C)C